COC1=CC=C(CN(C=2N=CNC(C2C(=O)OC)=O)CC2=CC=C(C=C2)OC)C=C1 methyl 4-(bis(4-methoxybenzyl)amino)-6-oxo-1,6-dihydropyrimidine-5-carboxylate